FC=1C=C2CC(C3(C2=CC1)NC1=C(OC3=O)C=CC=C1)C(CC)=O 5'-fluoro-2'-propionyl-2',3'-dihydro-2H,4H-spiro[benzo[b][1,4]oxazin-3,1'-indene]-2-one